C(CC#CCCCC)OC(CCCC(=O)OCCCCCCBr)OCCC#CCCCC 6-bromohexyl 5,5-bis(oct-3-yn-1-yloxy)pentanoate